NC=1C=C(C=CC1)C1=NN(CC2=CC=CC=C12)C1=CC=C(C=C1)F 4-(3-aminophenyl)-2-(4-fluorophenyl)phthalazin